O1CCC(=CC1)C=1C=C(C(=NC1)[N+](=O)[O-])NC1CCN(CC1)C(=O)OC(C)(C)C tert-butyl 4-[[5-(3,6-dihydro-2H-pyran-4-yl)-2-nitro-3-pyridyl]amino]piperidine-1-carboxylate